C(OCC)(OC)=O Ethyl methyl carbonate